1-(4-{6-[2-(3-chloro-2-fluorophenyl)acetamido]pyridazin-3-yl}butyl)-N-methyl-1H-1,2,3-triazole-4-carboxamide ClC=1C(=C(C=CC1)CC(=O)NC1=CC=C(N=N1)CCCCN1N=NC(=C1)C(=O)NC)F